The molecule is an N-alkylpyrrolidine that is cotinine substituted at position C-3 by a hydroxy group (the 3R,5S-diastereomer). It is a N-alkylpyrrolidine, a member of pyridines, a pyrrolidine alkaloid and a member of pyrrolidin-2-ones. It derives from a (-)-cotinine. CN1[C@@H](C[C@H](C1=O)O)C2=CN=CC=C2